3-methylfuro[3,4-b]pyridin-5(7H)-one CC=1C=C2C(=NC1)COC2=O